Tert-butyl (1-((tert-butyldiphenylsilyl)oxy)-2-methyl-3-oxopropan-2-yl)carbamate [Si](C1=CC=CC=C1)(C1=CC=CC=C1)(C(C)(C)C)OCC(C=O)(C)NC(OC(C)(C)C)=O